thenyl-amine C1(=CC=CS1)CN